(1r,4r)-4-hydroxycyclohexyl 4-toluenesulfonate CC1=CC=C(C=C1)S(=O)(=O)OC1CCC(CC1)O